ClC1=C(OC(C(=O)O)CC)C=CC(=C1)Cl anti-2,4-Dichlorophenoxy-butyric acid